7-(5-chloro-2,4-difluorophenyl)-8-(((S)-3-hydroxy-2-methoxypropyl)thio)-6-(trifluoromethyl)quinazoline-2,4(1H,3H)-dione ClC=1C(=CC(=C(C1)C1=C(C=C2C(NC(NC2=C1SC[C@H](CO)OC)=O)=O)C(F)(F)F)F)F